CC1=NN(C(=C1)C)C1=CC(=CC=C1)Cl 3,5-dimethyl-1-(3-chlorophenyl)-1H-pyrazole